OC(=O)C(F)(F)F.N1CC(C1)C1=CC(=C(C(=O)OC)C(=C1)C)F methyl 4-(azetidin-3-yl)-2-fluoro-6-methylbenzoate TFA salt